FC1(CCC(CC1)CC(=O)N1CC=2N(CC1)N=C(N2)N2C1CN(CC2CC1)C(=O)OCC1=CC=CC=C1)F benzyl 8-(7-(2-(4,4-difluorocyclohexyl)acetyl)-5,6,7,8-tetrahydro-[1,2,4]triazolo[1,5-a]pyrazin-2-yl)-3,8-diazabicyclo[3.2.1]octane-3-carboxylate